4-((isopropyl((1S,3r)-3-((2-((3S,4R)-4-methyl-2,6-dioxopiperidin-3-yl)-1,3-dioxoisoindolin-5-yl)oxy)cyclobutyl)amino)methyl)piperidin C(C)(C)N(C1CC(C1)OC=1C=C2C(N(C(C2=CC1)=O)[C@@H]1C(NC(C[C@H]1C)=O)=O)=O)CC1CCNCC1